2-(isobutylthio)phenol C(C(C)C)SC1=C(C=CC=C1)O